dioctadecyl-pentaerythritol diphosphite 3-(3,5-di-tert-butyl-4-hydroxyphenyl)n-octadecyl-propionate C(C)(C)(C)C=1C=C(C=C(C1O)C(C)(C)C)C(CCC(C(=O)O)C)CCCCCCCCCCCCCCC.OP(O)OP(O)O.C(CCCCCCCCCCCCCCCCC)C(O)(C(CO)(CO)CO)CCCCCCCCCCCCCCCCCC